S1C=NC=C1C=1C=CC=C(C(=O)O)C1 5-(thiazol-5-yl)benzoic acid